(cyclopentadienyl)(octamethyloctahydrodibenzofluorenyl)methane C1(C=CC=C1)CC1(C(C(C(C2(C3C(=C4C=5C=CC=CC5CC4=C21)C=CCC3)C)(C)C)(C)C)(C)C)C